C1(CC1)C1=NC=NC(=C1C=1N=CC2=C(N1)N(C(=C2)C=2OC=CN2)S(=O)(=O)C2=CC=CC=C2)OC 2-(2-(4-cyclopropyl-6-methoxypyrimidin-5-yl)-7-(phenylsulfonyl)-7H-pyrrolo[2,3-d]pyrimidin-6-yl)oxazole